CC1=C2C=CC=NC2=CC=C1N 5-methylquinolin-6-amine